N[C@H](CC1=C(C=2N=NN=C(C2S1)NCC1=CC=NC=C1)Br)COC1CC1 (R)-6-(2-amino-3-cyclopropoxypropyl)-7-bromo-N-(pyridin-4-ylmethyl)thieno[3,2-d][1,2,3]triazin-4-amine